1-((1r,6r)-4,6-dimethylcyclohex-3-en-1-yl)-2-methylpent-1-en-3-one CC1=CC[C@H]([C@@H](C1)C)C=C(C(CC)=O)C